OC(C[N+](C)(C)CCCCCCCCCCCC)CO N-(2,3-dihydroxypropyl)-N,N-dimethyl-1-dodecylammonium